(R)-tert-butyl-2-ethyl-2,3-dihydropyrido[2,3-f][1,4]oxazepine C(C)(C)(C)[C@]1(OC2=C(C=NC1)N=CC=C2)CC